5-chloro-4-methylpyrazolo[1,5-a]pyridine-2-carboxylic acid ClC1=C(C=2N(C=C1)N=C(C2)C(=O)O)C